tert-butyl (S)-(2-((2-aminopropyl)amino)ethyl)carbamate N[C@H](CNCCNC(OC(C)(C)C)=O)C